ClC=1C=CC2C(SC(=C(N2C1)C(=O)[O-])C(=O)OC)(F)F methyl 7-chloro-1,1-difluoro-1,9a-dihydropyrido[2,1-c][1,4]thiazine-3,4-dicarboxylate